C(C)(C)(C)OC(NCC1=NN(C2=NC=CC(=C21)CN2CC(C2)O)C2=CC=C(C=C2)OC(F)(F)F)=O ((4-((3-Hydroxyazetidin-1-yl)methyl)-1-(4-(trifluoromethoxy)phenyl)-1H-pyrazolo[3,4-b]pyridin-3-yl)methyl)carbamic acid tert-butyl ester